4-(2-methoxyphenyl)-3-methylnicotinic acid COC1=C(C=CC=C1)C1=CC=NCC1(C(=O)O)C